O=S1(CC(CC1)N)=O 1,1-dioxo-tetrahydro-1λ6-thiophen-3-ylamine